CC(CC(C)(C)C)(C)C1=CC=C(C=C1)OC1=CC=C(C=C1)C(CC(C)(C)C)(C)C p-(1,1,3,3-tetramethylbutyl)phenyl ether